COC(=O)C1=CC=CC=C1C(=O)O o-(methoxycarbonyl)benzoate